FC1=C(C=CC=2C=NSC21)NC=2C1=C(N=CN2)C=CC(=N1)N1CC2(CCN2C(=O)OC(C)(C)C)C1 tert-butyl 6-(4-((7-fluorobenzo[d]isothiazol-6-yl)amino)pyrido[3,2-d]pyrimidin-6-yl)-1,6-diazaspiro[3.3]heptane-1-carboxylate